NC=1C=2O[C@@H](C=3C=C(C=CC3C3=CC=NN3CC=3ON=C(C3C(=CN1)C2)C#N)F)C (19R)-22-amino-16-fluoro-19-methyl-5,20-dioxa-4,8,9,23-tetraazapentacyclo[19.3.1.02,6.08,12.013,18]pentacosa-1(24),2(6),3,9,11,13(18),14,16,21(25),22-decaene-3-carbonitrile